C(C1=CC=CC=C1)C1N=C(OC(C1)(C)C)C=1C=NC2=CC(=CC=C2C1)F 4-benzyl-2-(7-fluoro-3-quinolyl)-6,6-dimethyl-4,5-dihydro-1,3-oxazine